FC(CN1N=CC=2C1=NC(=CN2)N2C(NC1(C2=O)CCN(CC1)C(=O)OC(C)(C)C)=O)F tert-butyl 3-(1-(2,2-difluoroethyl)-1H-pyrazolo[3,4-b]pyrazin-6-yl)-2,4-dioxo-1,3,8-triazaspiro[4.5]decane-8-carboxylate